ClC=1C(=NC(=NC1)NC1CCOCC1)C1=CC=C2CN(C(C2=C1)=O)CC(=O)NC1CCC(CC1)(F)F 2-(6-{5-chloro-2-[(oxan-4-yl)amino]pyrimidin-4-yl}-1-oxo-2,3-dihydro-1H-isoindol-2-yl)-N-(4,4-difluorocyclohexyl)-acetamide